N2-(4-methoxy-3-((1-methylpiperidin-4-yl)methoxy)phenyl)-N4,6-dimethylpyrimidine-2,4-diamine COC1=C(C=C(C=C1)NC1=NC(=CC(=N1)NC)C)OCC1CCN(CC1)C